BrC=1C(=NC=C(C1)C(=O)N1CCC(CC1)(F)F)NC1=CC=C(C#N)C=C1 4-((3-bromo-5-(4,4-difluoropiperidine-1-carbonyl)pyridin-2-yl)amino)benzonitrile